[Br-].[S-]C#N.C(CCC)[N+](CCCC)(CCCC)CCCC.C(CCC)[N+](CCCC)(CCCC)CCCC tetrabutylammonium thiocyanate bromide salt